C(OC=1C(=CC(=C(OC2=CC=3N(C=C2)N=CN3)C1)C)[N+](=O)[O-])([2H])([2H])[2H] 7-(5-(methoxy-d3)-2-methyl-4-nitrophenoxy)-[1,2,4]triazolo[1,5-a]pyridine